O=S1(CC(CC1)C1(N(CCC1)S(=O)(=O)C1=CC=C(C)C=C1)C(=O)N)=O (1,1-dioxidotetrahydrothiophen-3-yl)-1-tosylpyrrolidine-2-carboxamide